C1(=CC=CC=C1)C=1C2=C(N=C(N1)C1=CC=CC=3OC4=C(C31)C=C(C=C4)C=4C=CC=3N(C1=CC=CC=C1C3C4)C4=CC=CC=C4)C4=C(O2)C=CC(=C4)C4=CC=CC=C4 4,8-diphenyl-2-[8-(9-phenylcarbazol-3-yl)dibenzofuran-1-yl]benzofuro[3,2-d]pyrimidine